ClC1=CC2=C(N(C(C(N2C)=O)=O)C2CCN(CC2)CC2=CC(=C(C=C2)OC(F)(F)F)Cl)N=C1 7-chloro-4-(1-(3-chloro-4-(trifluoromethoxy)benzyl)piperidin-4-yl)-1-methyl-1,4-dihydropyrido[2,3-b]pyrazine-2,3-dione